3-fluoro-1-azaspiro[4.4]nonan-4-ol trifluoroacetate salt FC(C(=O)O)(F)F.FC1CNC2(C1O)CCCC2